C1(CC1)C1=NC=2N(C=C1OC)N=CC2C2=C(C=C(C(=N2)N[C@H]2CN(CC[C@@H]2F)C(=O)OC(C)(C)C)F)F (3S,4S)-tert-butyl 3-((6-(5-cyclopropyl-6-methoxypyrazolo[1,5-a]pyrimidin-3-yl)-3,5-difluoropyridin-2-yl)amino)-4-fluoropiperidine-1-carboxylate